ClC1=CC=CC2=C(C3=CC=CC=C3C(=C12)OC(C)=O)OC(C)=O 1-chloro-9,10-bis(acetyloxy)anthracene